C(C1=CC=CC=C1)OC(=O)N1C[C@H](N([C@H](C1)C)CCCO)C.C(C1=CC=CC=C1)[C@H]1[C@@H](C1)C(=O)N[C@@H]1C(N(C2=C(OC1)C=CC=C2)C)=O trans-2-benzyl-N-((S)-5-methyl-4-oxo-2,3,4,5-tetrahydrobenzo[b][1,4]oxazepin-3-yl)cyclopropanecarboxamide benzyl-(3R,5S)-4-(3-hydroxypropyl)-3,5-dimethylpiperazine-1-carboxylate